tert-butyl N-{1-[7-({8-ethoxy-2-methylimidazo[1,2-a]pyrazin-6-yl} carbamoyl)-2-methylindazol-4-yl]pyrrolidin-3-yl}-N-methylcarbamate C(C)OC=1C=2N(C=C(N1)NC(=O)C1=CC=C(C3=CN(N=C13)C)N1CC(CC1)N(C(OC(C)(C)C)=O)C)C=C(N2)C